OC1=NC(=NC=C1C(=O)O)SC hydroxy-2-methylsulfanyl-pyrimidine-5-carboxylic acid